N-(3-chlorobenzyl)-4-(2-((1-ethyl-1H-pyrazol-5-yl)amino)-5-methylpyrimidin-4-yl)oxazole-2-carboxamide ClC=1C=C(CNC(=O)C=2OC=C(N2)C2=NC(=NC=C2C)NC2=CC=NN2CC)C=CC1